C(=O)(O)CCP(O)(=O)C1=CC=CC=C1 2-carboxyethyl-phenylphosphinic acid